(S)-N-(4-(3-(3,6-dihydro-2H-pyran-4-yl)phenyl)thiazol-2-yl)-1-(5-methyl-1-(methylsulfonyl)-1H-pyrrole-3-carbonyl)azetidine-2-carboxamide O1CCC(=CC1)C=1C=C(C=CC1)C=1N=C(SC1)NC(=O)[C@H]1N(CC1)C(=O)C1=CN(C(=C1)C)S(=O)(=O)C